Diethylaminohydroxybenzoylhexyl benzoate C(C1=CC=CC=C1)(=O)OCCCCCC(C(C1=CC=CC=C1)=O)(O)N(CC)CC